FC(C=1C=CC(=NC1)NC1=NC(=NN2C1=C(C(=C2)C2=NN(C=C2)C)C)C=2N(C=CN2)C)F N-(5-(Difluoromethyl)pyridin-2-yl)-5-methyl-2-(1-methyl-1H-imidazol-2-yl)-6-(1-methyl-1H-pyrazol-3-yl)pyrrolo[2,1-f][1,2,4]triazin-4-amine